C(C)(C)(C)OC(=O)NCCCCOC=1C=C2C=CC=NC2=CC1 6-(4-((tert-Butoxycarbonyl)amino)butoxy)chinolin